(Z)-3-(3-(3,5-bis(trifluoromethyl)phenyl)-1H-1,2,4-triazol-1-yl)-N'-(2-(pyrazin-2-yl)acetyl)acrylohydrazide FC(C=1C=C(C=C(C1)C(F)(F)F)C1=NN(C=N1)\C=C/C(=O)NNC(CC1=NC=CN=C1)=O)(F)F